CC1=NN(C(=N1)C)C1=NC(=NC=C1F)N1CCN(CC1)C(=O)N1N=CCC1C=1N=CSC1 (4-(4-(3,5-dimethyl-1H-1,2,4-triazol-1-yl)-5-fluoropyrimidin-2-yl)piperazin-1-yl)(5-(thiazol-4-yl)-4,5-dihydro-1H-pyrazol-1-yl)methanone